BrC=1C=C(C=CC1)C(C(=O)NNC(NC)=S)C1CC1 2-(2-(3-bromophenyl)-2-cyclopropylacetyl)-N-methylhydrazine-1-thiocarboxamide